C(C1=CC=CC=C1)N1C(C(=CC(=C1)C(=O)N[C@@H]1CC[C@H](CC1)O)C(=O)NC)=O 1-benzyl-N5-((trans)-4-hydroxycyclohexyl)-N3-methyl-2-oxo-1,2-dihydropyridine-3,5-dicarboxamide